4-bromo-4'-(3-hydroxypropanamido)-4''-sulfamoyl-[1,1':3',1''-terphenyl]-5'-carboxamide BrC1=CC=C(C=C1)C1=CC(=C(C(=C1)C(=O)N)NC(CCO)=O)C1=CC=C(C=C1)S(N)(=O)=O